BrC1=CC=2C3=C(C(OC2C=C1)C1=CSC=C1)OC(=C3)C3=CC=CC=C3 8-Bromo-2-phenyl-4-(thiophen-3-yl)-4H-furo[2,3-c]chromene